4-(3-(4'-Isobutoxy-[1,1'-biphenyl]-4-yl)-5-(quinoxalin-6-yl)-4,5-dihydro-1H-pyrazol-1-yl)-4-oxobutanoic acid C(C(C)C)OC1=CC=C(C=C1)C1=CC=C(C=C1)C1=NN(C(C1)C=1C=C2N=CC=NC2=CC1)C(CCC(=O)O)=O